C(C1=CC=CC=C1)OCCCCCCC(CNC1=NC(=CC=C1)C)(C)C N-(8-(benzyloxy)-2,2-dimethyloctyl)-6-methylpyridin-2-amine